(E)-1-Morpholino-4-((3R)-3-((5-((Z)-4,4,4-trifluoro-1-(3-fluoro-1-(tetrahydro-2H-pyran-2-yl)-1H-indazol-5-yl)-2-phenylbut-1-en-1-yl)pyridin-2-yl)oxy)piperidin-1-yl)but-2-en-1-one O1CCN(CC1)C(\C=C\CN1C[C@@H](CCC1)OC1=NC=C(C=C1)\C(=C(\CC(F)(F)F)/C1=CC=CC=C1)\C=1C=C2C(=NN(C2=CC1)C1OCCCC1)F)=O